C1(CCC1)CN[C@H]1CN(CCC1)C=1C=CC(=NC1)C1(COC1)C(=O)NC1=C2C=NNC2=CC(=C1)OC (R)-3-(5-(3-((cyclobutylmethyl)amino)piperidin-1-yl)pyridin-2-yl)-N-(6-methoxy-1H-indazol-4-yl)oxetane-3-carboxamide